5-chloro-1,3-benzothiazol-2(3H)-one ClC=1C=CC2=C(NC(S2)=O)C1